C(C)(=O)N1CCN(CC1)C(=O)C1=NN(C(C1)C(=O)N(C)C1=CC(=C(C=C1)F)Cl)C1=NC(=CC(=C1)C(F)(F)F)C 3-(4-acetylpiperazine-1-carbonyl)-N-(3-chloro-4-fluorophenyl)-N-methyl-1-(6-methyl-4-(trifluoromethyl)pyridin-2-yl)-4,5-dihydro-1H-pyrazole-5-carboxamide